CC1=C(C=NO)C(=CC(=C1OCC1OC1)C)C 2,4,6-trimethyl-3-(oxiran-2-ylmethoxy)benzaldoxime